CN1N=CC=2C1=NC=C(C2)[N+](=O)[O-] 1-Methyl-5-nitro-1H-pyrazolo[3,4-b]pyridine